tert-Butyl 5-hydroxy-4-(4,4,5,5-tetramethyl-1,3,2-dioxaborolan-2-yl)-1H-indazole-1-carboxylate OC=1C(=C2C=NN(C2=CC1)C(=O)OC(C)(C)C)B1OC(C(O1)(C)C)(C)C